1-(tert-butyl)-N-((3-(7-(((3R,4S)-4-fluoropyrrolidin-3-yl)amino)-3-(2,2,2-trifluoroethyl)thieno[3,2-b]pyridin-2-yl)-1,2,4-oxadiazol-5-yl)methyl)-1H-pyrazole-4-carboxamide C(C)(C)(C)N1N=CC(=C1)C(=O)NCC1=NC(=NO1)C1=C(C2=NC=CC(=C2S1)N[C@@H]1CNC[C@@H]1F)CC(F)(F)F